N-((R)-1-(4-cyclopropoxyphenyl)-2,2,2-trifluoroethyl)-2-(2,6-dioxopiperidin-3-yl)-4-fluoro-1-oxoisoindoline-5-carboxamide C1(CC1)OC1=CC=C(C=C1)[C@H](C(F)(F)F)NC(=O)C=1C(=C2CN(C(C2=CC1)=O)C1C(NC(CC1)=O)=O)F